N-cyclopentyl-N',N'-bis(dimethylsilyl)-silanediamine C1(CCCC1)N[SiH2]N([SiH](C)C)[SiH](C)C